O=C[C@H](O)[C@@H](O)[C@H](O)[C@H](O)CO.CO methanol-glucose